zinc-tin-iron [Fe].[Sn].[Zn]